N-(2-Amino-1-(4-(1,2-dihydroxyethyl)thiazol-2-yl)ethyl)-5-(5-(trifluoromethyl)pyridin-2-yl)-1H-pyrrole-2-carboxamide NCC(C=1SC=C(N1)C(CO)O)NC(=O)C=1NC(=CC1)C1=NC=C(C=C1)C(F)(F)F